CC1=NC(=C(C(=C1C#N)C)C#N)C 2,4,6-trimethylpyridine-3,5-dicarbonitrile